(1R,3R)-3-aminocyclohexanol HCl salt Cl.N[C@H]1C[C@@H](CCC1)O